BENZALDEHYDE GLYCERYL ACETAL C1C(COC(O1)C2=CC=CC=C2)O